N-(2-Fluoro-4-((1-methyl-1H-pyrazol-3-yl)oxy)phenyl)-6-(piperazin-1-yl)quinazolin-4-amine FC1=C(C=CC(=C1)OC1=NN(C=C1)C)NC1=NC=NC2=CC=C(C=C12)N1CCNCC1